CN([C@H](CN1C(C2=CC=CC=C2C1=O)=O)CC=1C=C2C=CC(=NC2=CC1)OC)C 2-[(2S)-2-(dimethylamino)-3-(2-methoxyquinolin-6-yl)propyl]-2,3-dihydro-1H-isoindole-1,3-dione